CS(=O)(=O)OC1(CC(C1)(F)F)C1=NC=C(C=C1)Br 1-(5-bromopyridin-2-yl)-3,3-difluorocyclobutyl methanesulfonate